Cl.OC1=C2CCC(OC2=CC=C1)N 5-hydroxychromanamine hydrochloride